F[C@@H]1C[C@@]2(CCCN2C1)COC1=NC2=C(C(=CC=C2C(=N1)N1CCOCC(C1)C)C1=CC(=CC2=CC=C(C(=C12)C#C)F)O)F 4-(2-{[(2R,7aS)-2-fluoro-hexahydro-1H-pyrrolizin-7a-yl]methoxy}-8-fluoro-4-(6-methyl-1,4-oxazepan-4-yl)quinazolin-7-yl)-5-ethynyl-6-fluoronaphthalen-2-ol